FC1(CC2=C(C=C(C=C2C1)F)F)F (1S)-2,2,5,7-tetrafluoro-2,3-dihydro-1H-inden